3-(4-fluorophenyl)-3-oxopropanenitrile FC1=CC=C(C=C1)C(CC#N)=O